ClC=1C=C(C=CC1)C(CO)C=1N=C(N(C1)C)C(=O)N (1-(3-chlorophenyl)-2-hydroxyethyl)-1-methyl-1H-imidazole-2-carboxamide